N-(4-Chloro-3-cyano-1H-indol-7-yl)-1-[(1-hydroxycyclobutyl)methyl]pyrazol-4-sulfonamid ClC1=C2C(=CNC2=C(C=C1)NS(=O)(=O)C=1C=NN(C1)CC1(CCC1)O)C#N